2-methoxy-4-(hydroxy-{4-oxo-5-[(4-hydroxy-3-methoxyphenyl)methyl]-3-oxacyclopentyl}methyl)phenolate COC1=C(C=CC(=C1)C(C1COC(C1CC1=CC(=C(C=C1)O)OC)=O)O)[O-]